C(C1=CC=CC=C1)(=O)C1=C(C=CC=C1)N(C(CBr)=O)CC#C N-(2-benzoylphenyl)-2-bromo-N-(prop-2-yn-1-yl)acetamide